C(C1=CC=CC=C1)(=O)OC(C(NC(C(NC(C(CCC(NCCOCCOCCOCCOCCOCCOCCOCCOCCC(NCCCC)=O)=O)NC(=O)OCC1=CC=CC=C1)=O)C(C)C)=O)C)=O 8-(((benzyloxy)carbonyl)amino)-5-isopropyl-2-methyl-4,7,11,39-tetraoxo-15,18,21,24,27,30,33,36-octaoxa-3,6,12,40-tetraazatetratetracontanoic benzoic anhydride